P(=O)(OC(OC1=CC(=C(C(=C1)F)CN1C(N([C@H](C2=CC=C(C=C12)C(NCC1=C(C=C(C=C1F)F)F)=O)C)C)=O)F)(CC1=CC=CC=C1)CC1=CC=CC=C1)([O-])[O-] (S)-dibenzyl-((4-((3,4-dimethyl-2-oxo-7-((2,4,6-trifluorobenzyl) carbamoyl)-3,4-dihydroquinazolin-1(2H)-yl) methyl)-3,5-difluorophenoxy) methyl) phosphate